CC1=C(C(=CC(=C1N)CC)CC)N 1-methyl-3,5-diethyl-2,6-diaminobenzene